N-[5-(1H-benzimidazol-2-yl)-1H-pyrazol-3-yl]-6-(3-hydroxy-3-methyl-1-piperidyl)pyridine-3-carboxamide N1C(=NC2=C1C=CC=C2)C2=CC(=NN2)NC(=O)C=2C=NC(=CC2)N2CC(CCC2)(C)O